4-(2,4-Dichlorophenyl)-5-(4-((1-(3-fluoropropyl)azetidin-3-ylidene)methyl)phenyl)-2,3-dihydrobenzo[b]oxepine-8-carboxylic acid ClC1=C(C=CC(=C1)Cl)C1=C(C2=C(OCC1)C=C(C=C2)C(=O)O)C2=CC=C(C=C2)C=C2CN(C2)CCCF